ClC=1C(=NC(=CC1NC(OC(C)(C)C)=O)N1[C@@H](CN(C[C@@H]1C)C)C)F tert-butyl (3-chloro-2-fluoro-6-((2R,6S)-2,4,6-trimethylpiperazin-1-yl)pyridin-4-yl)carbamate